CS(=O)(=O)C1=CC=C(C=C1)NCC#CC=1N(C2=CC=CC(=C2C1)NC1CCN(CC1)CC(=O)N)CC(F)(F)F 2-{4-[(2-{3-[(4-methane-sulfonylphenyl)-amino]prop-1-yn-1-yl}-1-(2,2,2-trifluoroethyl)-1H-indol-4-yl)amino]piperidin-1-yl}acetamide